tri(t-butyl)ammonium tetrakis(3,5-bis(trifluoromethyl)phenyl)borate FC(C=1C=C(C=C(C1)C(F)(F)F)[B-](C1=CC(=CC(=C1)C(F)(F)F)C(F)(F)F)(C1=CC(=CC(=C1)C(F)(F)F)C(F)(F)F)C1=CC(=CC(=C1)C(F)(F)F)C(F)(F)F)(F)F.C(C)(C)(C)[NH+](C(C)(C)C)C(C)(C)C